COC(C1=CC(=C(C=C1)C(C)C)CNC(=O)C1=CN=C2N1C=CC=C2)=O 3-((imidazo[1,2-a]pyridine-3-carboxamido)methyl)-4-isopropylbenzoic acid methyl ester